5-hydroxy-2-methyl-3,4-dihydroisoquinolin-1(2H)-one OC1=C2CCN(C(C2=CC=C1)=O)C